(S)-4-(4,4-difluoropiperidin-3-yl)pyridine 1-oxide FC1([C@H](CNCC1)C1=CC=[N+](C=C1)[O-])F